tert-butyl 3-{5-[(tert-butoxycarbonyl)(methyl)amino]-4-carbamoyl-3-[2-(1-cyclopropyl-4,6-difluoro-1,3-benzodiazol-5-yl)ethynyl]pyrazol-1-yl}azetidine-1-carboxylate C(C)(C)(C)OC(=O)N(C1=C(C(=NN1C1CN(C1)C(=O)OC(C)(C)C)C#CC1=C(C2=C(N(C=N2)C2CC2)C=C1F)F)C(N)=O)C